C(C)OC(=O)C=1N2C(C(NC3=CC=CC(C1)=C23)=O)C 11-methyl-10-oxo-1,9-diazatricyclo[6.3.1.04,12]dodeca-2,4(12),5,7-tetraene-2-carboxylic acid ethyl ester